methyl 4-(1-benzyl-5-(3,5-dimethylisoxazol-4-yl)-1H-pyrrolo[2,3-b]pyridin-3-yl)-2,2-dimethylbut-3-ynoate C(C1=CC=CC=C1)N1C=C(C=2C1=NC=C(C2)C=2C(=NOC2C)C)C#CC(C(=O)OC)(C)C